ethyl 6-bromo-1-(2-morpholinoethyl)-2-oxo-1,2-dihydro-1,8-naphthyridine-3-carboxylate BrC=1C=C2C=C(C(N(C2=NC1)CCN1CCOCC1)=O)C(=O)OCC